NC=1C2=C(N=CN1)N(C=C2C#CC2=C(C1=C(N(C=N1)C1CC1)C=C2F)F)[C@H]2C[C@@H](N(C2)C(C=C)=O)COC 1-[(2R,4S)-4-[4-Amino-5-[2-(1-cyclopropyl-4,6-difluoro-1,3-benzodiazol-5-yl)ethynyl]pyrrolo[2,3-d]pyrimidin-7-yl]-2-(methoxymethyl)pyrrolidin-1-yl]prop-2-en-1-one